5-cyano-N-(2-(4-methylpiperidin-1-yl)-4-(piperazin-1-yl)phenyl)furan-2-carboxamide C(#N)C1=CC=C(O1)C(=O)NC1=C(C=C(C=C1)N1CCNCC1)N1CCC(CC1)C